ClC1=CC=C(C=N1)C1=NC=NC2=CC(=C(C=C12)OC)OC 4-(6-Chloropyridin-3-yl)-6,7-dimethoxyquinazoline